CC1(CCN(CC1)C=1OC2=C(C=C(C=C2C(C1C)=O)C)C(C)N1CC[C@@H](C2=CC=CC=C12)O)C 2-(4,4-dimethylpiperidin-1-yl)-8-(1-((S)-4-hydroxy-3,4-dihydroquinolin-1(2H)-yl)ethyl)-3,6-dimethyl-4H-chromen-4-one